C(C=C)(=O)[O-].C(C=C)(=O)[O-].C(C=C)(=O)[O-].C(C)(C)(C)[Sn+3] t-butyl-tin Triacrylate